C(C)(C)(C)OC(NC1CC(C1)CCO)=O (3-(2-hydroxyethyl)cyclobutyl)carbamic acid tert-butyl ester